4-((2-(2,6-dioxopiperidin-3-yl)-1,3-dioxoisoindolin-4-yl)amino)-N-(11-(4-(2-(4-(4-(isoquinolin-4-yl)phenyl)-1H-pyrazol-1-yl)acetyl)piperazin-1-yl)-11-oxoundecyl)butanamide O=C1NC(CCC1N1C(C2=CC=CC(=C2C1=O)NCCCC(=O)NCCCCCCCCCCC(=O)N1CCN(CC1)C(CN1N=CC(=C1)C1=CC=C(C=C1)C1=CN=CC2=CC=CC=C12)=O)=O)=O